C(C)(C)(C)C=1C=C(CN(C(CN(S(=O)(=O)C2=C(C(=C(C(=C2F)F)F)F)F)CC2=C(C=CC=C2)F)=O)C2=C(C=C(C(=O)O)C=C2)F)C=C(C1)C1CC1 4-(N-(3-(tert-butyl)-5-cyclopropylbenzyl)-2-(N-(2-fluorobenzyl)-(2,3,4,5,6-pentafluoro-phenyl)sulfonamido)acetamido)-3-fluorobenzoic acid